4-((3-chloro-1,4-diphenoxy-1,4-dihydronaphthalen-2-ylamino)methyl)-N-(3-nitropyridin-4-yl)benzamide ClC1=C(C(C2=CC=CC=C2C1OC1=CC=CC=C1)OC1=CC=CC=C1)NCC1=CC=C(C(=O)NC2=C(C=NC=C2)[N+](=O)[O-])C=C1